(R)-5-bromo-6-chloro-1'-(2-hydroxyacetyl)spiro[indoline-3,3'-pyrrolidin]-2-one BrC=1C=C2C(=CC1Cl)NC([C@@]21CN(CC1)C(CO)=O)=O